1,2-dihydro-3'H-spiro[indole-3,2'-(1,3,4)thiadiazole]-2-one S1C2(NN=C1)C(NC1=CC=CC=C12)=O